O=C1NC(CCC1N1C(C2=CC=C(C=C2C1=O)N1CCN(CC1)CC1CCN(CC1)CCOC1=CC=C(C=C1)C(=C(CC)C1=CC=CC=C1)C1=CC=CC=C1)=O)=O 2-(2,6-dioxopiperidin-3-yl)-5-(4-((1-(2-(4-(1,2-diphenylbut-1-en-1-yl)phenoxy)ethyl)piperidin-4-yl)methyl)piperazin-1-yl)isoindoline-1,3-dione